1-(4-chloro-3-fluorophenyl)-3-(3,4-difluoro-5-(3-(pyrrolidin-1-yl)quinoxaline-6-carbonyl)phenyl)urea ClC1=C(C=C(C=C1)NC(=O)NC1=CC(=C(C(=C1)C(=O)C=1C=C2N=C(C=NC2=CC1)N1CCCC1)F)F)F